NCCCCN1C(=NC=2C(=NC=3C=CC=CC3C21)N)CCCC 1-(4-aminobutyl)-2-butylimidazo[4,5-c]quinolin-4-amine